C(C)(=O)NC=1C=C2C(=CN1)N(C=C2C2=NC(=CC1=C2OCC(O1)C)S(=O)(=O)Cl)C 5-(5-acetylamino-1-methyl-1H-pyrrolo[2,3-c]pyridin-3-yl)-2-methyl-2,3-dihydro-[1,4]dioxino[2,3-c]pyridine-7-sulfonyl chloride